CC1=C(C=CC=C1)C(C)CC(=O)O.C1(=CC=C(C=C1)CC(=O)O)C p-tolylacetate (1-(2-methylphenyl) ethyl acetate)